COC(C)(C)[C@H]1CC=C(CC1)C (+)-(R)-4-(2-methoxypropan-2-yl)-1-methyl-cyclohex-1-ene